3,6-dichloropyridin-2-amine ClC=1C(=NC(=CC1)Cl)N